2-di-t-butylphosphino-2'-(N,N-dimethylamino)biphenyl C(C)(C)(C)P(C1=C(C=CC=C1)C1=C(C=CC=C1)N(C)C)C(C)(C)C